(2-fluorophenyl)-((5-(4-methoxy-3-methylphenyl)thiophen-2-yl)methyl)quinoxaline-6-carboxamide FC1=C(C=CC=C1)C=1C(=NC2=CC=C(C=C2N1)C(=O)N)CC=1SC(=CC1)C1=CC(=C(C=C1)OC)C